4-(3-hydroxypropyl)benzene-1,2-dicarboxylic acid 1,2-dimethyl ester COC(=O)C=1C(=CC(=CC1)CCCO)C(=O)OC